C(C)(C)C1=NN(C(C=2N1C=C(C2)CN(C(C)=O)C)=O)CC(=O)O 2-(4-isopropyl-7-((N-methylacetamido)methyl)-1-oxopyrrolo[1,2-d][1,2,4]triazin-2(1H)-yl)acetic acid